(4,4-diethyl-6-oxotetrahydropyrimidine-2(1H)-ylidene)carbamic acid tert-butyl ester C(C)(C)(C)OC(N=C1NC(CC(N1)(CC)CC)=O)=O